4-(2-(4-(2-acetyl-5-chlorophenyl)-5-methoxy-2-oxopyridin-1(2H)-yl)-3-(pyridin-4-yl)propionylamino)benzoic acid C(C)(=O)C1=C(C=C(C=C1)Cl)C1=CC(N(C=C1OC)C(C(=O)NC1=CC=C(C(=O)O)C=C1)CC1=CC=NC=C1)=O